2-(3-methoxyphenyl)isoindolin-1-one COC=1C=C(C=CC1)N1C(C2=CC=CC=C2C1)=O